OC(=O)C(F)(F)F.CC1=C(C(NC(=C1)C)=O)CC1=C(C(=C(C(=O)N)C=C1C=1SC=CN1)C)N(CC)C1CCC(CC1)N(C)C (4,6-dimethyl-2-oxo-1,2-dihydropyridin-3-yl)methyl-3-(((1r,4r)-4-(dimethylamino)cyclohexyl)(ethyl)amino)-2-methyl-5-(thiazol-2-yl)-benzamide TFA Salt